BrC=1C=C(C=CC1OC1=C(C=C(C=C1)F)F)O[Si](C)(C)C(C)(C)C ((3-bromo-4-(2,4-Difluorophenoxy)phenyl)oxy)(tert-butyl)dimethylsilane